NC1=NC(=NN2C1=NC=C2CC2=CC(=CC=C2)OCCNC)O[C@@H](CCO)CCC |o1:23| (R or S)-3-((4-amino-7-(3-(2-(methylamino)ethoxy)benzyl)imidazo[2,1-f][1,2,4]triazin-2-yl)oxy)hexan-1-ol